C(C1=CC=CC=C1)[C@H]1N(C(OC1)=O)C([C@@H]([C@H](CC1(OCCO1)C)O)CC)=O (R)-4-benzyl-3-((2R,3S)-2-ethyl-3-hydroxy-4-(2-methyl-1,3-dioxolan-2-yl)butyryl)oxazolidin-2-one